[I-].C(C)(C)(C)OC(CC1(CC2=CC=CC=C2C1)C(=O)NCC=1SC2=C(N1)C=C(C(=C2)OC)OCCC[N+](C)(C)C)=O 3-[[2-[[[2-(2-tert-butoxy-2-oxo-ethyl)indane-2-carbonyl]amino]methyl]-6-methoxy-1,3-benzothiazol-5-yl]oxy]propyl-trimethyl-ammonium iodide